2,4-diaminophenylhexafluoropropane NC1=C(C=CC(=C1)N)C(C(F)(F)F)C(F)(F)F